tert-butylquinoline C(C)(C)(C)C1=NC2=CC=CC=C2C=C1